C(C)C=1N=CN2C1N(C(C1=CC(=CC(=C21)C(C)O)C)=O)C 3-Ethyl-9-(1-hydroxyethyl)-4,7-dimethylimidazo[1,5-a]quinazolin-5(4H)-one